4-((3-((1-(4-((5-chloro-4-((2-(dimethylphosphono)phenyl)amino)pyrimidin-2-yl)amino)-3-methoxyphenyl)piperidin-4-yl)amino)propyl)amino)-2-(2,6-dioxopiperidin-3-yl)isoindolin-1,3-dione ClC=1C(=NC(=NC1)NC1=C(C=C(C=C1)N1CCC(CC1)NCCCNC1=C2C(N(C(C2=CC=C1)=O)C1C(NC(CC1)=O)=O)=O)OC)NC1=C(C=CC=C1)P(=O)(OC)OC